(3R,4R)-1-(1H-benzo[d]imidazol-5-yl)-4-(4-(4,4-difluoropiperidin-1-yl)-2,6-difluorophenyl)-3-methylazetidin-2-one N1C=NC2=C1C=CC(=C2)N2C([C@@H]([C@@H]2C2=C(C=C(C=C2F)N2CCC(CC2)(F)F)F)C)=O